C(C=C)OC(=O)C=1C(=CC(=CC1)C(=O)OCC=C)C(=O)OCC=C 1,2,4-benzenetricarboxylic acid triallyl ester